Ethyl (S)-3-(3-bromo-5-cyclopropyl-2,6-difluorophenyl)-3-((tert-butoxycarbonyl)amino)propanoate BrC=1C(=C(C(=C(C1)C1CC1)F)[C@H](CC(=O)OCC)NC(=O)OC(C)(C)C)F